4-(diphenylphosphino)benzenesulfonic acid C1(=CC=CC=C1)P(C1=CC=C(C=C1)S(=O)(=O)O)C1=CC=CC=C1